BrC1=CC=C2C=3C=CC(=CC3C(C2=C1)(CCC)CCC)C1=CC=C(C=C1)N1C2=CC=CC=C2C=2C=CC=CC12 9-(4-(7-bromo-9,9-dipropyl-9H-fluorene-2-yl)phenyl)-9H-carbazole